4-[4-(6-hydroxyhexyloxy)phenyl]benzonitrile OCCCCCCOC1=CC=C(C=C1)C1=CC=C(C#N)C=C1